tert-butyl (6-(((1r,4r)-4-((4-(5-(cyclopropylmethyl)-1-methyl-1H-pyrazol-4-yl)-5-fluoropyrimidin-2-yl)amino)cyclohexyl)amino)hexyl)carbamate C1(CC1)CC1=C(C=NN1C)C1=NC(=NC=C1F)NC1CCC(CC1)NCCCCCCNC(OC(C)(C)C)=O